C(C)(C)(C)OC(=O)NC(CC(=O)OC)C=1C=NC=C(C1)C1=C(C=CC=C1C)OC methyl 3-(tert-butoxycarbonylamino)-3-(5-(2-methoxy-6-methylphenyl)pyridin-3-yl)propanoate